5-[2-Cyclobutyl-5-(trifluoromethyl)imidazo[4,5-b]pyridin-3-yl]indolin C1(CCC1)C1=NC=2C(=NC(=CC2)C(F)(F)F)N1C=1C=C2CCNC2=CC1